FC(C=1C=C(C=CC1F)C1=CN=C2C(=N1)N(N=C2)CC=2C=NC=C(C2)OC)F 6-[3-(Difluoromethyl)-4-fluoro-phenyl]-1-[(5-methoxy-3-pyridyl)methyl]pyrazolo[3,4-b]pyrazine